3-{4-[(5-fluoropyridin-2-yl)oxy]-3-methylphenyl}-1-(4-methoxycyclohexanecarbonyl)urea FC=1C=CC(=NC1)OC1=C(C=C(C=C1)NC(NC(=O)C1CCC(CC1)OC)=O)C